COC(C1=C(C(=CC=C1)N1CC(C1)OC=1C=NC=CC1)N1C=CC=C1)=O.COC=1C=C(C=CC1OC)C=1NC2=CC=C(C=C2C1C(C)C)C1CCN(CC1)C(CN(C)C(C)C)=O 1-(4-(2-(3,4-dimethoxyphenyl)-3-isopropyl-1H-indol-5-yl)piperidin-1-yl)-2-(isopropyl-(methyl)amino)ethan-1-one Methyl-3-(3-(pyridin-3-yloxy)azetidin-1-yl)-2-(1H-pyrrol-1-yl)benzoate